2-((5aS,9aS)-5a,8,9,9a-tetrahydro-6H-pyrano[4,3-b]pyrrolo[3',2':5,6]pyrido[3,2-e][1,4]oxazin-5(1H)-yl)benzamide N1C=CC2=CC=3N([C@@H]4[C@@H](OC3N=C21)CCOC4)C4=C(C(=O)N)C=CC=C4